4-(((tert-butyldimethylsilyl)oxy)methyl)-2-chloronicotinic acid tert-butyl ester C(C)(C)(C)OC(C1=C(N=CC=C1CO[Si](C)(C)C(C)(C)C)Cl)=O